(5S,8S)-5-fluoro-8-hydroxy-N-(2-morpholino-2-phenylethyl)-5,6,7,8-tetrahydroquinoline-5-carboxamide F[C@@]1(C=2C=CC=NC2[C@H](CC1)O)C(=O)NCC(C1=CC=CC=C1)N1CCOCC1